5-(3-chlorobenzamido)-N-(2,5-dimethylphenyl)-1,2,3-thiadiazole-4-carboxamide ClC=1C=C(C(=O)NC2=C(N=NS2)C(=O)NC2=C(C=CC(=C2)C)C)C=CC1